FC(OC1=C(CN2CCCCC2)C=CC=C1)(F)F 1-(2-(trifluoromethoxy)benzyl)piperidin